CC1CCCC2=CCC3C(C12C)C3(C)C Aristolene